(Z)-2-(1-(4-(benzyloxy)-3-fluoro-5-methoxybenzylidene)-5-methoxy-2-methyl-1H-inden-3-yl)acetic acid C(C1=CC=CC=C1)OC1=C(C=C(\C=C/2\C(=C(C3=CC(=CC=C23)OC)CC(=O)O)C)C=C1OC)F